2-(2-hydroxy-4-dodecyloxyphenyl)-4,6-bis(2,4-dimethyl-phenyl)-1,3,5-triazine OC1=C(C=CC(=C1)OCCCCCCCCCCCC)C1=NC(=NC(=N1)C1=C(C=C(C=C1)C)C)C1=C(C=C(C=C1)C)C